5,6-dimethyl-N-(1-(piperidin-4-yl)-1H-pyrazol-4-yl)imidazo[1,2-a]pyrazin-8-amine CC1=C(N=C(C=2N1C=CN2)NC=2C=NN(C2)C2CCNCC2)C